[Na+].S(=O)(=O)([O-])O[C@@H]1CC2=CC[C@H]3[C@@H]4CC[C@H]([C@@H](CCCC(C)C)C)[C@]4(CC[C@@H]3[C@]2(CC1)C)C cholesterol 3-sulphate sodium salt